O1C=CC2=C1C=CC(=C2)CC(C)NC 1-(1-benzofuran-5-yl)-N-methyl-2-propanamine